(Sa)-ethyl N-[[5-[[6-(5-chloro-1,3-benzoxazol-2-yl)spiro[3.3]heptan-2-yl]carbamoyl]-2-furyl]sulfonyl]carbamate ClC=1C=CC2=C(N=C(O2)C2CC3(CC(C3)NC(=O)C3=CC=C(O3)S(=O)(=O)NC(OCC)=O)C2)C1